CN(CC(=O)O)CC(=O)O.C1(CC1)B(O)O cyclopropylboronic acid methyliminodiacetate